N-(1-cyclohexyl-3-(2-((2-(3-fluorophenyl)propan-2-yl)amino)-2-oxoethyl)azetidin-3-yl)-5-(2,4-difluorophenyl)isoxazole-3-carboxamide C1(CCCCC1)N1CC(C1)(CC(=O)NC(C)(C)C1=CC(=CC=C1)F)NC(=O)C1=NOC(=C1)C1=C(C=C(C=C1)F)F